N1C=CC=C1C(=O)OC(C)(C)C Tert-butyl pyrrole-5-carboxylate